(2S)-N,N-dimethyl-1-[(9Z,12Z)-octadecan-9,12-dien-1-yloxy]-3-[(5Z)-oct-5-en-1-yloxy]propan-2-amine CN([C@@H](COCCCCCCCC\C=C/C\C=C/CCCCC)COCCCC\C=C/CC)C